O1CCC(=CC1)C1=NNC(=C1)C=1C(=C(C(=CC1)O)N1CC(NS1(=O)=O)=O)F 5-(3-(3-(3,6-dihydro-2H-pyran-4-yl)-1H-pyrazol-5-yl)-2-fluoro-6-hydroxyphenyl)-1,2,5-thiadiazolidin-3-one 1,1-dioxide